[Si](C)(C)(C(C)(C)C)OC1=CC=C(C=C1)NC(CCCCNC(=O)N)=O N-(4-((tert-butyldimethylsilyl)oxy)phenyl)-5-ureidopentanamide